(6-chloro-1-(4-fluoro-3-methylphenyl)-4-hydroxy-2-(tetrahydro-2H-pyran-4-yl)-1H-indol-3-yl)benzoic acid ClC1=CC(=C2C(=C(N(C2=C1)C1=CC(=C(C=C1)F)C)C1CCOCC1)C1=C(C(=O)O)C=CC=C1)O